CN1C=C(C=2C1=CN=C(C2)NC(C)=O)C2=CC(=C1C(=N2)C2(OCC1)COCC2)OCC2=NC=NC=C2 N-(1-methyl-3-(4'-(pyrimidin-4-ylmethoxy)-4,5,5',6'-tetrahydro-2H-spiro[furan-3,8'-pyrano[3,4-b]pyridin]-2'-yl)-1H-pyrrolo[2,3-c]pyridin-5-yl)acetamide